CN1C(N(C(C=2N(C(=NC12)S(=O)(=O)C)C)=O)CCC)=O 3,7-dimethyl-8-(methylsulfonyl)-1-propyl-1H-purine-2,6(3H,7H)-dione